3-((6-(furan-2-yl)-2-(7H-pyrrolo[2,3-d]pyrimidin-5-yl)pyrimidin-4-yl)amino)-4,4-dimethylpentanoic acid O1C(=CC=C1)C1=CC(=NC(=N1)C1=CNC=2N=CN=CC21)NC(CC(=O)O)C(C)(C)C